BrC=1C=NC=C(C1N1C[C@]2(CCCN2C(=O)OC(C)(C)C)CC1)C(=O)OC tert-butyl (S)-7-(3-bromo-5-(methoxycarbonyl)pyridin-4-yl)-1,7-diazaspiro[4.4]nonane-1-carboxylate